CC1=CC(=NC2=CC=CC=C12)C1=C(C#N)C=CC=C1 (4-methylquinolin-2-yl)benzonitrile